1-(8-(4-(((5-fluoro-4-oxo-2-(((tetrahydro-2H-pyran-4-yl)thio)methyl)-3,4-dihydroquinazolin-7-yl)oxy)methyl)-[1,4'-bipiperidin]-1'-yl)isoquinolin-4-yl)dihydropyrimidine-2,4(1H,3H)-dione FC1=C2C(NC(=NC2=CC(=C1)OCC1CCN(CC1)C1CCN(CC1)C=1C=CC=C2C(=CN=CC12)N1C(NC(CC1)=O)=O)CSC1CCOCC1)=O